Cl\C=C(/C(F)(F)F)\F E-1-chloro-2,3,3,3-tetrafluoropropene